FC1=C(N[CH2])C=CC=C1 2-fluoro-N-(λ3-methyl)aniline